C(C)OC(C(CC(=O)OCC)CC(C(C)CCCCC)(CCCCC)C#N)=O 2-cyano-2,3-di-n-pentylbutylsuccinic acid diethyl ester